(2R)-4-Amino-1,2-butanediol NCC[C@H](CO)O